((3R)-tetrahydro-3-furanyl)methanol O1C[C@H](CC1)CO